(R)-1-((1-(3-(difluoromethyl)-2-fluorophenyl)ethyl)amino)-7-(4-isopropylpiperazin-1-yl)-3-methylpyrido[3,4-d]pyridazin-4(3H)-one FC(C=1C(=C(C=CC1)[C@@H](C)NC=1C2=C(C(N(N1)C)=O)C=NC(=C2)N2CCN(CC2)C(C)C)F)F